cyclopropane-1-carboxylic acid benzyl ester C(C1=CC=CC=C1)OC(=O)C1CC1